COC=1C=C(C=C(C1)OC)C1=C(C(=NC(=C1F)F)F)F 4-(3,5-dimethoxyphenyl)-2,3,5,6-tetrafluoropyridine